[NH4+].[C@@H]1([C@H](O)[C@H](O)[C@@H](C[Co+])O1)N1C=NC=2C(N)=NC=NC12 adenosyl-cobalt ammonium